neopentyl (chloro(phenoxy)phosphoryl)-L-alaninate ClP(=O)(OC1=CC=CC=C1)N[C@@H](C)C(=O)OCC(C)(C)C